Cl.C(C)(=O)O Acetic acid hydrochloride salt